Dimethyl 6-bromo-4-chloro-3-oxo-1,3-dihydroisobenzofuran-1-ylphosphonate BrC1=CC(=C2C(OC(C2=C1)P(OC)(OC)=O)=O)Cl